ON1C2C=C(CN(C1=O)C2)N2N=NC(=C2)CNC([O-])=O N-[[1-(6-hydroxy-7-oxo-1,6-diazabicyclo[3.2.1]oct-3-en-3-yl)triazol-4-yl]methyl]carbamate